FC(C(=O)O)(F)F.NCC1=CC(=C(CNC(=O)[C@@H]2CCC=3N2C(C(=NC3)NCC3=CC(=CC(=C3)C)F)=O)C=C1)C (S)-N-(4-(aminomethyl)-2-methylbenzyl)-3-((3-fluoro-5-methylbenzyl)amino)-4-oxo-4,6,7,8-tetrahydropyrrolo[1,2-a]pyrazine-6-carboxamide trifluoroacetate